(R,E)-4-Hydroxy-1-(3-(4-(hydroxymethyl)-1-(4-(trifluoromethoxy)phenyl)-1H-pyrazolo[3,4-b]pyridin-3-yl)azetidin-1-yl)pent-2-en-1-one O[C@@H](/C=C/C(=O)N1CC(C1)C1=NN(C2=NC=CC(=C21)CO)C2=CC=C(C=C2)OC(F)(F)F)C